N1=NC=C(C=C1)N1N=C(C=C1)C(=O)O 1-(pyridazin-4-yl)-1H-pyrazole-3-carboxylic acid